BrC=1C=C2C(NC(=NC2=C(C1)OC)C)=O 6-bromo-8-methoxy-2-methylquinazolin-4(3H)-one